1-(4-(1-(tetrahydro-2H-pyran-2-yl)-1H-pyrazol-4-yl)phenyl)piperidine-4-carboxylic acid O1C(CCCC1)N1N=CC(=C1)C1=CC=C(C=C1)N1CCC(CC1)C(=O)O